C(=O)(O)C1=C(C(=NC=C1)C1=NC=CC=C1)C(=O)O dicarboxyl-2,2-bipyridyl